CC1=CC=C(C=C1)NC1(CCCC1)C#N 1-(4-methylphenyl)aminocyclopentanecarbonitrile